(S)-(3-aminopyrrolidin-1-yl)(3-bromo-4-iodophenyl)methanone N[C@@H]1CN(CC1)C(=O)C1=CC(=C(C=C1)I)Br